(R)-6,7-dichloro-3-(2-morpholinoethyl)-2-(piperidin-3-yl)quinazolin-4(3H)-one trifluoroacetic acid salt FC(C(=O)O)(F)F.ClC=1C=C2C(N(C(=NC2=CC1Cl)[C@H]1CNCCC1)CCN1CCOCC1)=O